C(C)C1=C(C(=C(C(=C1CC)OCC)CC)CC)O 2,3,5,6-Tetraethyl-4-ethoxy-phenol